4-[(5'-acetyl-2,2'-bithiophene-5-yl)methyl]-2-[(2E)-2-(aminomethyl)-3-fluoroprop-2-en-1-yl]-2,4-dihydro-3H-1,2,4-triazol-3-one C(C)(=O)C1=CC=C(S1)C=1SC(=CC1)CN1C(N(N=C1)C\C(=C\F)\CN)=O